C(C)(C)(C)C=1C(=NC2=CN=CC=C2C1N)C1=CC=NC=C1 (tert-butyl)-2-(pyridin-4-yl)-1,7-naphthyridin-4-amine